BrC=1C=C2C(OCC=3C=NC(=CC3C=3C=CC(=C(NS(C(C1OC)=C2)(=O)=O)C3)Cl)OC)=O 13-bromo-19-chloro-4,14-dimethoxy-16,16-dioxo-9-oxa-16λ6-thia-5,17-diazatetracyclo[16.3.1.111,15.02,7]tricosa-1(22),2(7),3,5,11,13,15(23),18,20-nonaen-10-one